11-oxo-N-((2-(4-oxocyclohexyl)thiazol-5-yl)methyl)-10,11-dihydrodibenzo[b,f][1,4]thiazepine-8-carboxamide 5,5-dioxide O=C1NC2=C(S(C3=C1C=CC=C3)(=O)=O)C=CC(=C2)C(=O)NCC2=CN=C(S2)C2CCC(CC2)=O